C(C)(=O)OCCCOC1=C(C=CC(=C1)C1=NC=CN=C1OC1=CC=C(C=C1)C(F)(F)F)C(N)=O 3-[2-carbamoyl-5-[3-[4-(trifluoromethyl)phenoxy]pyrazin-2-yl]phenoxy]propyl acetate